1-(2-Chloro-5-(methyl(piperidin-4-yl)amino)phenyl)dihydropyrimidine-2,4(1H,3H)-dione ClC1=C(C=C(C=C1)N(C1CCNCC1)C)N1C(NC(CC1)=O)=O